6-(1-(difluoromethyl)cyclopropyl)-2-methyl-2,3-dihydropyrido[3,4-d]pyridazine-1,4,7(6H)-trione FC(C1(CC1)N1C=C2C(NN(C(C2=CC1=O)=O)C)=O)F